CN1N=C(C(=C1)C=1C=C(C=NC1)C1=C2C(=NC=C1)N=CN2)C 7-(5-(1,3-dimethyl-1H-pyrazol-4-yl)pyridin-3-yl)-1H-imidazo[4,5-b]pyridine